C(C)(C)(C)[Si](C)(C)OC1=CC(=C(C=C1)I)C(F)(F)F tert-butyl-(4-iodo-3-(trifluoromethyl)phenoxy)dimethylsilane